benzo[d]imidazole-6-carboxylic acid N1=CNC2=C1C=C(C=C2)C(=O)O